3,8-bis(1-(2,4-difluorophenylmethoxy)ethyl)porphyrin FC1=C(C=CC(=C1)F)COC(C)C=1C=C2NC1C=C1C=C(C(=N1)C=C1C=CC(N1)=CC=1C=CC(N1)=C2)C(C)OCC2=C(C=C(C=C2)F)F